O1[C@@H](CC1)CN1C(=NC2=C1C=C(C=C2)C(=O)O)CN2CC(CC2)C2=CC(=CC=C2)OC2=CC=CC=C2 1-{[(2S)-oxetan-2-yl]methyl}-2-{[3-(3-phenoxyphenyl)pyrrolidin-1-yl]methyl}-1H-1,3-benzodiazole-6-carboxylic acid